CC1(CC(CC(C1)(C)C)C(NCCOC(C(=C)C)=O)=O)CC(NCCOC(C(=C)C)=O)=O 1,5,5-Trimethyl-1-[(2-methacryloyloxyethyl)carbamoylmethyl]-3-(2-methacryloyloxyethyl)carbamoylcyclohexane